bis(trimethylsiloxy)methylsilicon methacrylate C(C(=C)C)(=O)[O-].C[Si](OC(O[Si](C)(C)C)[Si+3])(C)C.C(C(=C)C)(=O)[O-].C(C(=C)C)(=O)[O-]